trans-2-ethylidene-trans-3-hexenal C(C)=C(C=O)\C=C\CC